(4R,6R)-4-fluoro-6-phenyl-N-[(3S)-5-methyl-4-oxo-2,3-dihydro-1,5-benzoxazepine-3-Yl]-5,6-dihydro-4H-pyrrolo[1,2-b]pyrazole-2-carboxamide F[C@@H]1C[C@@H](N2N=C(C=C21)C(=O)N[C@H]2COC1=C(N(C2=O)C)C=CC=C1)C1=CC=CC=C1